3-amino-5-(4-fluorophenyl)-6-[3-methylimidazo[1,2-a]pyridin-6-yl]pyrazine-2-carbonitrile NC=1C(=NC(=C(N1)C1=CC=C(C=C1)F)C=1C=CC=2N(C1)C(=CN2)C)C#N